P1(=O)(OC2=C(C=C(C=C2C(C)(C)C)C(C)(C)C)CC2=C(C(=CC(=C2)C(C)(C)C)C(C)(C)C)O1)[O-].[Al+3].C1C2=C(C(=CC(=C2)C(C)(C)C)C(C)(C)C)OP(=O)(OC2=C1C=C(C=C2C(C)(C)C)C(C)(C)C)[O-].C2C1=C(C(=CC(=C1)C(C)(C)C)C(C)(C)C)OP(=O)(OC1=C2C=C(C=C1C(C)(C)C)C(C)(C)C)[O-] aluminum 2,2'-methylenebis(4,6-di-t-butylphenyl) phosphate